[4-chloro-2-(trifluoromethyl)phenyl]boronic acid ClC1=CC(=C(C=C1)B(O)O)C(F)(F)F